FC1=CC=C(C=C1)N1CNC(C12CCN(CC2)CCCN2C(C=1N(C3=CC=CC=C23)C=CC1)=O)=O 5-(3-(1-(4-fluorophenyl)-4-oxo-1,3,8-triazaspiro[4.5]decan-8-yl)propyl)pyrrolo[1,2-a]quinoxalin-4(5H)-one